iminodiacetic acid monosodium [Na].N(CC(=O)O)CC(=O)O